O=C1CC[C@@]23/C=C/C(=O)NCCCCNCCCNC(=O)/C=C/C4C=CC(=C3C=4)O[C@@H]2C1 lunarine